4-bromobenzoylmethane BrC1=CC=C(C(=O)C)C=C1